OC1(CCC(CC1)NC([O-])=O)COCC1=CC=NC=C1 (4-Hydroxy-4-((pyridin-4-ylmethoxy)methyl)cyclohexyl)carbamate